Cl.NCC=1C(NC(=CC1Cl)C)=O 3-(aminomethyl)-4-chloro-6-methyl-1H-pyridin-2-one hydrochloride salt